2-amino-1-(3-((5-chloropyridin-2-yl)amino)-8,8-dimethyl-2-(3,4,5-trifluorophenyl)-5,6-dihydroimidazo[1,2-a]pyrazin-7(8H)-yl)ethan-1-one NCC(=O)N1C(C=2N(CC1)C(=C(N2)C2=CC(=C(C(=C2)F)F)F)NC2=NC=C(C=C2)Cl)(C)C